FC1([C@]2(C([C@](N(C1)CC2)(COC)CO)=O)C)F (1R,2R,4R)-5,5-difluoro-2-(hydroxymethyl)-2-(methoxymethyl)-4-methyl-quinuclidin-3-one